(1S)-1-(3-ethoxy-4-methoxyphenyl)-2-methylsulfonyl-ethanamine C(C)OC=1C=C(C=CC1OC)[C@@H](CS(=O)(=O)C)N